C(C1=CC=CC=C1)C1CCN(CC1)CC(C)(N)C 1-(4-benzylpiperidin-1-yl)-2-methylpropan-2-amine